CC(C)(C)OC(=O)NC1[C@H]2[C@@H]1CNC2 exo-6-(boc-amino)-3-azabicyclo[3.1.0]hexane